N-trimethylsilyl-(pyrrolidin-2-yl)propyl-(methyl)diethoxysilane C[Si](N1C(CCC1)CCC[Si](OCC)(OCC)C)(C)C